(triethoxysilylpropyl)(triethoxysilylmethyl)amine C(C)O[Si](OCC)(OCC)CCCNC[Si](OCC)(OCC)OCC